[Li+].P(=O)([O-])([O-])[O-].[NH4+].[NH4+] diammonium phosphate, lithium salt